5-Tricosenoic acid C(CCCC=CCCCCCCCCCCCCCCCCC)(=O)O